C(C)(C)(C)OC(NC1=C(C=CC(=C1)N1CCN(CC1)C1CCN(CC1)C)N)=O tert-butyl(2-amino-5-(4-(1-methylpiperidin-4-yl)piperazin-1-yl)phenyl)carbamate